3,3'-((3-(2-methoxy-2-oxoethoxy)phenyl)azanediyl)dipropionic acid COC(COC=1C=C(C=CC1)N(CCC(=O)O)CCC(=O)O)=O